COC1=C(OC2CCNCC2)C=CC=C1 4-(2-methoxyphenoxy)piperidine